C(C)(C)(C)N1CCC(CC1)N tert-butyl-4-aminopiperidine